(S,E)-3-(4-fluorophenyl)-4-phenyl-N-((S)-2-sulfamoylpropyl)-N'-((4-(trifluoromethyl)phenyl)sulfonyl)-4,5-dihydro-1H-pyrazole-1-carboximidamide FC1=CC=C(C=C1)C1=NN(C[C@@H]1C1=CC=CC=C1)/C(/NC[C@H](C)S(N)(=O)=O)=N/S(=O)(=O)C1=CC=C(C=C1)C(F)(F)F